CC1=C(C(CCC1)(C)C)CC=O 2-(2,6,6-Trimethylcyclohex-1-en-1-yl)acetaldehyde